4-[[4-[[2-(dimethylamino)acetyl]amino]-5-(4-dodecanoyloxybutylamino)-5-oxo-pentanoyl]amino]butyl dodecanoate C(CCCCCCCCCCC)(=O)OCCCCNC(CCC(C(=O)NCCCCOC(CCCCCCCCCCC)=O)NC(CN(C)C)=O)=O